5-bromo-7-fluoro-4-methoxy-2-methylindazole BrC1=C(C2=CN(N=C2C(=C1)F)C)OC